C(C)N1CSC2=C1C=CC(=C2)S(=O)(=O)[O-] 3-ethylbenzothiazole-6-sulfonate